FC(C(=O)[O-])(F)F.O=C1C=C(N=CN1)[NH3+] 6-oxo-1,6-dihydropyrimidin-4-aminium 2,2,2-trifluoroacetate